FC(C1=CC=C(C=N1)C=1CC(C(N(N1)C=1C=NN(C1)C)=O)C(=O)OC)F methyl 6-[6-(difluoromethyl) pyridin-3-yl]-2-(1-methyl-1H-pyrazol-4-yl)-3-oxo-2,3,4,5-tetrahydropyridazine-4-carboxylate